(2-chloropyrimidin-4-yl)-N-methyl-2,3-dimethyl-2H-indazol-6-amine ClC1=NC=CC(=N1)C=1C2=C(N(N=C2C=C(C1)NC)C)C